C(C)(C)(C)OC(=O)N1CCC(CC1)S(=O)(=O)N1CCN(CC1)C1CCC(CC1)C(=O)OCC.ClCCN(C1=CC=C(N)C=C1)CCCl p-[bis(2-chloroethyl)amino]aniline tert-Butyl-4-((4-((1r,4r)-4-(ethoxycarbonyl)cyclohexyl)piperazin-1-yl)sulfonyl)piperidine-1-carboxylate